C(C)N([C@@H]1[C@H](CC[C@@H]1C)OC=1C=C2COC(C2=CC1)=O)CC 5-(((1S,2S,3S)-2-(diethylamino)-3-methylcyclopentyl)oxy)isobenzofuran-1(3H)-one